N-[(1S)-1-[[(1S)-1-(1H-benzimidazol-2-yl)ethyl]carbamoyl]-3-[(2S)-2-methyl-1-piperidyl]-3-oxo-propyl]-5-methyl-isoxazole-3-carboxamide N1C(=NC2=C1C=CC=C2)[C@H](C)NC(=O)[C@H](CC(=O)N2[C@H](CCCC2)C)NC(=O)C2=NOC(=C2)C